Cl.NC1C2CN(C(C1)C2)C2=CC(=C(C(=N2)C2=CC(=C(C=C2)C#N)F)C2=CC(=C(C=C2)OC)O)OCCCCCCC(=O)NO 7-((6-(5-Amino-2-azabicyclo[2.2.1]heptan-2-yl)-2-(4-cyano-3-fluorophenyl)-3-(3-hydroxy-4-methoxyphenyl)pyridin-4-yl)oxy)-N-hydroxyheptanamide hydrochloride